(6S)-6-{[7-bromo-2-(1-methyl-1H-pyrazol-4-yl)[1,2,4]triazolo[1,5-c]quinazolin-5-yl]amino}-1,4-thiazepin-5-one BrC1=CC=CC=2C=3N(C(=NC12)NC=1C(N=CCSC1)=O)N=C(N3)C=3C=NN(C3)C